FC(OC1=CC=C(C=C1)S(=O)(=O)N1CCC2(C[C@H](CO2)N2C[C@]3(CCOC3)CC2)CC1)F (R)-8-((4-(difluoromethoxy)phenyl)sulfonyl)-3-((R)-2-oxa-7-azaspiro[4.4]nonan-7-yl)-1-oxa-8-azaspiro[4.5]decane